CC1=C(C=C(C(N1C1=CC(=CC=C1)C(F)(F)F)=O)C(=O)NCCCC1C=NNC1=O)C1=CC=CC=C1 6-methyl-2-oxo-N-[3-(5-oxo-4,5-dihydro-1H-pyrazol-4-yl)propyl]-5-phenyl-1-[3-(trifluoromethyl)phenyl]-1,2-dihydropyridine-3-carboxamide